(1S,2S,4S)-1-amino-2-(3-boronopropyl)-4-(((2,3-dihydro-1H-inden-2-yl)amino)methyl)cyclopentanecarboxylic acid N[C@@]1([C@H](C[C@@H](C1)CNC1CC2=CC=CC=C2C1)CCCB(O)O)C(=O)O